2-(1-(thiophen-2-yl)vinyl)-1-tosylaziridine S1C(=CC=C1)C(=C)C1N(C1)S(=O)(=O)C1=CC=C(C)C=C1